8-bromo-4-fluoroisoquinolin-3(2H)-one BrC1=CC=CC2=C(C(NC=C12)=O)F